C(C)(C)(C)OC(=O)N1CCN(CC1)C1=NC=C(C=C1)OC=1C=C(C=C(C1)CO)C1=CC(=CC(=C1)Cl)Cl 4-(5-((3',5'-dichloro-5-(hydroxymethyl)-[1,1'-biphenyl]-3-yl)oxy)pyridin-2-yl)piperazine-1-carboxylic acid tert-butyl ester